C(C)(C)(C)C1=NN(C(=C1)NC1=CC(=NC=C1)NC1=CC=C(C(=O)NC)C=C1)C 4-((4-((3-(tert-Butyl)-1-methyl-1H-pyrazol-5-yl)amino)pyridin-2-yl)amino)-N-methylbenzamide